O1CC(C1)S oxetane-3-thiol